((1-(2-fluoro-4-(1-methyl-1H-imidazol-2-yl)benzyl)-4-hydroxypiperidin-4-yl)methyl)-2-methyl-2,6-dihydro-7H-pyrazolo[4,3-d]pyrimidin-7-one dihydrochloride Cl.Cl.FC1=C(CN2CCC(CC2)(O)CC=2N(N=C3C2N=CNC3=O)C)C=CC(=C1)C=1N(C=CN1)C